[Si](C)(C)(C(C)(C)C)OCCOC1=NC=CC(=N1)NC=1C=C2C(=CN=C(C2=CN1)NC)C#CC=1C=C(C=CC1)O 3-[2-[6-[[2-[2-[tert-butyl(dimethyl)silyl]oxyethoxy]pyrimidin-4-yl]amino]-1-(methylamino)-2,7-naphthyridin-4-yl]ethynyl]phenol